C(C)OC(=O)C=1C=NN(C1)[C@@H]1C[C@@H](C1)O 1-(cis-3-hydroxycyclobutyl)-1H-pyrazole-4-carboxylic acid ethyl ester